4-xylylenediamine carbonate C(O)(O)=O.C1(=CC=C(C=C1)CN)CN